3H-spiro[isobenzofuran-1,9'-xanthene]-5-carboxamide C1=CC=CC=2OC3=CC=CC=C3C3(C12)OCC1=CC(=CC=C13)C(=O)N